(((4-(aminomethyl)-5-hydroxy-6-methylpyridin-3-yl)methoxy)(phenoxy)phosphorylamino)propionic acid 1-methylpiperidin-4-yl ester CN1CCC(CC1)OC(C(C)N=P(=O)OC1=C(C=CC=C1)OCC=1C=NC(=C(C1CN)O)C)=O